ClC1=C(C=C(C=C1)C1=NN(C(=N1)CC(NCC1=CC(=CC(=C1)Cl)Cl)=O)CCCC(=O)OCC)F ethyl 4-[3-(4-chloro-3-fluorophenyl)-5-({[(3,5-dichlorophenyl)methyl] carbamoyl}methyl)-1H-1,2,4-triazol-1-yl]butanoate